(2,2,3,3-tetrafluoropropyl)N,N-dimethylamide FC(CC[N-]C)(C(F)F)F